1-[(RS)-2-(2-chloro-1-benzothiophen-6-yl)-6-methyl-3-(pyridin-4-yl)-6,7-dihydropyrazolo[1,5-a]pyrazin-5(4H)-yl]prop-2-en-1-one ClC=1SC2=C(C1)C=CC(=C2)C2=NN1C(CN([C@@H](C1)C)C(C=C)=O)=C2C2=CC=NC=C2 |r|